NC1=NNC2=CC=C(C(=C12)CC1=C(C=CC(=C1)F)Cl)NC(C1=CC(=CC(=C1)C(F)(F)F)F)=O N-(3-Amino-4-(2-chloro-5-fluorobenzyl)-1H-indazol-5-yl)-3-fluoro-5-(trifluoromethyl)benzamide